NC=1C2=C(N=CN1)N(C(=C2C2=CC=C(C=C2)OC2=NC(=CC=C2)C)C2C[C@H](N(C2)C(C=C)=O)C)C 1-((2R)-4-(4-amino-7-methyl-5-(4-((6-methylpyridin-2-yl)oxy)phenyl)-7H-pyrrolo[2,3-d]pyrimidin-6-yl)-2-methylpyrrolidin-1-yl)prop-2-en-1-one